4-[acetyl-(methyl)amino]-N-(2,3-dihydro-1,4-benzoxazin-4-yl)-8-(2,3,5-trifluorophenyl)quinoline-3-carboxamide C(C)(=O)N(C1=C(C=NC2=C(C=CC=C12)C1=C(C(=CC(=C1)F)F)F)C(=O)NN1CCOC2=C1C=CC=C2)C